NCCCCNC(CSC1=C2CN(C(C2=CC=C1)=O)C1C(NC(CC1)=O)=O)=O N-(4-aminobutyl)-2-((2-(2,6-dioxopiperidin-3-yl)-1-oxoisoindolin-4-yl)thio)acetamide